N.[Ru] ruthenium ammonia